5-bromo-7-methyl-2-(1-methylpiperidin-4-yl)benzo[d]oxazole BrC=1C=C(C2=C(N=C(O2)C2CCN(CC2)C)C1)C